N1C(=NC=C1)CCCCCCCCCCCC(=O)O.BrCC(=O)C1=C(C=C(C=C1)Cl)OC([2H])([2H])[2H] 2-bromo-1-(4-chloro-2-(methoxy-d3)phenyl)ethan-1-one imidazoledodecanoate